(3-bromothiophen-2-yl)(4-(2-((2-cyclohexylethyl)amino)phenyl)piperazin-1-yl)methanone BrC1=C(SC=C1)C(=O)N1CCN(CC1)C1=C(C=CC=C1)NCCC1CCCCC1